CC1=NN=C(C2=CC(=CC=C12)C1CCN(CC1)C(=O)[O-])NC(C)C1=C(C(=CC=C1)C(F)(F)F)C 4-(1-methyl-4-((1-(2-methyl-3-(trifluoromethyl)phenyl)ethyl)amino)phthalazin-6-yl)piperidine-1-carboxylate